(5-bromopentyl)-trimethyl-ammonium bromide [Br-].BrCCCCC[N+](C)(C)C